5-cyclopropyl-7-fluoro-3,3-dimethyl-2-oxoindolin C1(CC1)C=1C=C2C(C(NC2=C(C1)F)=O)(C)C